C[C@H]1[C@@H]([C@H]([C@H]([C@@H](O1)O[C@@H]2[C@H](O[C@H]([C@@H]([C@H]2O)O)OC[C@@H]3[C@H]([C@@H]([C@H]([C@@H](O3)OC(=O)[C@@]45CC[C@@]6(C(=CC[C@H]7[C@]6(CC[C@@H]8[C@@]7(CC[C@@H]([C@@]8(C)CO)O[C@H]9[C@@H]([C@H]([C@H](CO9)O)O)O)C)C)[C@@H]4CC(CC5)(C)C)C)O)O)O)CO)O)O)O The molecule is a triterpenoid saponin with hederagenin as the aglycone part. It has been isolated from the stem bark of Kalopanax pictus. It has a role as an anti-inflammatory agent and a plant metabolite. It is a pentacyclic triterpenoid, a triterpenoid saponin and a carboxylic ester. It derives from a hederagenin.